(S)-3-((3-(2-(4-chlorophenyl)-2-hydroxyethyl)-1,2,4-oxadiazol-5-yl)methyl)-1-(2-hydroxyethyl)-5,6-dimethylpyrimidine-2,4(1H,3H)-dione ClC1=CC=C(C=C1)[C@H](CC1=NOC(=N1)CN1C(N(C(=C(C1=O)C)C)CCO)=O)O